NC1=CC=CC(=N1)S(=O)(=O)NC(=O)C=1C(=NC(=CC1)C=1C=NC(=CC1)OC(C)C)N(CCC)CC1CC1 N-[(6-amino-2-pyridyl)sulfonyl]-2-[cyclopropylmethyl(propyl)amino]-6-(6-isopropoxy-3-pyridyl)pyridine-3-carboxamide